[C@H]12OC[C@H](N(C1)C1=CC(=C(C=C1)NC1=NC=NC(=C1)N1OCC[C@@H]1C1=CC=CC=C1)OC)C2 N-(4-((1R,4R)-2-oxa-5-azabicyclo[2.2.1]heptan-5-yl)-2-methoxyphenyl)-6-((R)-3-phenylisoxazolidin-2-yl)pyrimidin-4-amine